tert-butyl (2-((2-(3-(3-methoxyphenyl)ureido)-6-methylpyrimidin-4-yl)amino)ethyl)(methyl)carbamate COC=1C=C(C=CC1)NC(NC1=NC(=CC(=N1)NCCN(C(OC(C)(C)C)=O)C)C)=O